C(OCC12CCC(CC1)C2)([2H])([2H])[2H] 4-((methoxy-d3)methyl)bicyclo[2.2.1]heptane